C(C)OC(=O)C1=CC(=NN1CC1=CC=CC=C1)[N+](=O)[O-] 1-Benzyl-3-nitro-1H-pyrazole-5-carboxylic acid ethyl ester